The molecule is a sesquiterpene consisting of a bicyclo[3.1.1]heptane skeleton substituted at position 2 by a methylidene group and at position 6 by methyl and 4-methylpent-3-en-1-yl groups (the all-S diastereoisomer). It has a role as a plant metabolite. It is a bridged compound and a sesquiterpene. CC(=CCC[C@]1([C@H]2CCC(=C)[C@@H]1C2)C)C